9,9-dihexyloxy-2-nonanol C(CCCCC)OC(CCCCCCC(C)O)OCCCCCC